N-methyl-formimidamid CNC=N